7-chloro-6-hydroxy-1-benzothiophene-3-carboxylic acid ClC1=C(C=CC=2C(=CSC21)C(=O)O)O